C1(CC1)NC1=C2C(=NC3=CC(=C(N=C13)OC)COCCN1CCCC1)CCC2 N-cyclopropyl-2-methoxy-3-{[2-(pyrrolidin-1-yl)ethoxy]methyl}-6H,7H,8H-cyclopenta[b]1,5-naphthyridin-9-amine